Cl.N1[C@@H](CCC1)C#N (S)-pyrrolidine-2-formonitrile hydrochloride